(3-hydroxy-6-(2-methylphenyl)pyrazine-2-carbonyl)glycine OC=1C(=NC(=CN1)C1=C(C=CC=C1)C)C(=O)NCC(=O)O